ICC1(CC1)S(=O)(=O)N(CC1=CC=C(C=C1)OC)CC1=CC=C(C=C1)OC 1-(iodomethyl)-N,N-bis[(4-methoxyphenyl)methyl]cyclopropanesulfonamide